O=C1CCCC(N1)C(=O)OC methyl 6-oxopiperidine-2-carboxylate